(2,6-dimethyl-4-(7-(3,3,3-trifluoro-2-methylpropoxy)-1,3,4,5-tetrahydro-2H-benzo[c]azepin-2-yl)phenyl)-3,3-dimethylbutanamide CC1=C(C(=CC(=C1)N1CC2=C(CCC1)C=C(C=C2)OCC(C(F)(F)F)C)C)C(C(=O)N)C(C)(C)C